CN1CCN(CC1)C1=NC2=CC=CC=C2N=C1C(F)(F)F 2-(4-methylpiperazin-1-yl)-3-(trifluoromethyl)quinoxaline